ClC=1C=CN2C=C(C=C2C1)C(=O)N1CC2=C(CC1C)NN=C2C=2N=CSC2 7-chloro-2-[6-methyl-3-(1,3-thiazol-4-yl)-1H,4H,5H,6H,7H-pyrazolo[4,3-c]pyridine-5-carbonyl]indolizine